CC1(CC1)NC(O[C@H]1C[C@H](CC1)N1N=C(C=C1)NC=1C(=NC(=CC1)C(N(C)C)=O)C)=O (1R,3S)-3-(3-((6-(dimethylcarbamoyl)-2-methylpyridin-3-yl)amino)-1H-pyrazol-yl)cyclopentyl (1-methylcyclopropyl)carbamate